The molecule is a UDP-amino sugar that is an intermediate in the biosynthesis of the tunicamycins. It has a role as a bacterial metabolite. It is an UDP-amino sugar and a member of uridines. It is a conjugate acid of an UDP-N-acetyltunicamine-uracil(2-). CC(=O)N[C@@H]1[C@H]([C@H]([C@H](O[C@@H]1OP(=O)(O)OP(=O)(O)OC[C@@H]2[C@H]([C@H]([C@@H](O2)N3C=CC(=O)NC3=O)O)O)CC([C@@H]4[C@H]([C@H]([C@@H](O4)N5C=CC(=O)NC5=O)O)O)O)O)O